NC=1NC2=CC=CC(=C2C1C#N)F 2-amino-4-fluoro-1H-indole-3-carbonitrile